2-cyclopentyl-4-(7-ethoxyquinazolin-4-yl)benzoic acid C1(CCCC1)C1=C(C(=O)O)C=CC(=C1)C1=NC=NC2=CC(=CC=C12)OCC